O-fluorouridine FO[C@H]1[C@@H](O[C@@H]([C@H]1O)CO)N1C(=O)NC(=O)C=C1